COC1=CC(=NC=N1)C(C)=O (6-methoxy-pyrimidin-4-yl)-ethanone